5-(4-AMINO-3,5-DIFLUOROPHENYL)-7-CYCLOPROPYL-7H-PYRROLO[2,3-D]PYRIMIDIN-4-AMINE NC1=C(C=C(C=C1F)C1=CN(C=2N=CN=C(C21)N)C2CC2)F